N-(4-((2,3-dihydro-1H-inden-5-yl)amino)-2-(naphthalen-2-yl)quinazolin-6-yl)-4-(trifluoromethyl)benzamide C1CCC2=CC(=CC=C12)NC1=NC(=NC2=CC=C(C=C12)NC(C1=CC=C(C=C1)C(F)(F)F)=O)C1=CC2=CC=CC=C2C=C1